3-(p-vinylphenoxy)propylmethyldiethoxysilane C(=C)C1=CC=C(OCCC[Si](OCC)(OCC)C)C=C1